Cl.NCC(CCC(=O)OCCCCCC)=O hexyl 5-amino-4-oxopentanoate hydrochloride